N-[(2S)-6-(4,4-difluoro-1-piperidyl)-2-(hydroxymethyl)-2-methyl-3H-benzofuran-5-yl]pyrazolo[1,5-a]pyrimidine-3-carboxamide FC1(CCN(CC1)C1=CC2=C(C[C@@](O2)(C)CO)C=C1NC(=O)C=1C=NN2C1N=CC=C2)F